CNC(CCSC1(C2CC(C(C1)C2)(C)C)C)=O N-methyl-3-((2,5,5-trimethylbicyclo[2.2.1]heptan-2-yl)thio)propanamide